C(C)(C)(C)O[C@H](C(=O)OCC)C1=C(C2=C(N=C(S2)C2=CC=C3C(=N2)C(=CN3C)C3CCN(CC3)C(=O)OC(C)(C)C)C=C1C)C1=CC=C(C=C1)Cl tert-butyl (S)-4-(5-(6-(1-(tert-butoxy)-2-ethoxy-2-oxoethyl)-7-(4-chlorophenyl)-5-methylbenzo[d]thiazol-2-yl)-1-methyl-1H-pyrrolo[3,2-b]pyridin-3-yl)piperidine-1-carboxylate